C(C)N(C(CC1CCN(CC1)C([C@H](CC1CC1)N1C([C@@H](NCC1)CC1CC1)=O)=O)=O)C(C)C (S)-1-[(S)-2-(4-{2-[N-Ethyl(isopropyl)amino]-2-oxoethyl}-1-piperidyl)-1-(cyclopropylmethyl)-2-oxoethyl]-3-(cyclopropylmethyl)-2-piperazinone